BrC(CCCCOC1=C2C(N(C(C2=CC=C1)=O)C1C(NC(CC1)=O)=O)=O)C 4-((5-bromohexyl)oxy)-2-(2,6-dioxopiperidin-3-yl)isoindoline-1,3-dione